3-bromo-1-methyl-1H-pyrrolo[2,3-c]pyridine BrC1=CN(C2=CN=CC=C21)C